3,3-dimethyl-2-(2,2,2-trifluoroacetamido)pent-4-enoic acid CC(C(C(=O)O)NC(C(F)(F)F)=O)(C=C)C